C(C)(C)[C@H]1N(C(OC1)=O)C=1C=C(C2=C(N=C(N=C2)S(=O)(=O)C)N1)C#C[Si](C(C)C)(C(C)C)C(C)C (4R)-4-isopropyl-3-{2-methanesulfonyl-5-[2-(triisopropylsilyl)ethynyl]pyrido[2,3-d]pyrimidin-7-yl}-1,3-oxazolidin-2-one